2-((R)-2-(6-((2S,4S)-4-((5-(1H-pyrazol-1-yl)pyridine-2-yl)oxy)((difluoromethoxy)methyl)pyrrolidin-1-yl)nicotinylamino)-2-(4-(ethylsulfonyl)phenyl)ethoxy)acetic acid N1(N=CC=C1)C=1C=CC(=NC1)O[C@H]1C[C@H](N(C1)C1=NC=C(CN[C@@H](COCC(=O)O)C2=CC=C(C=C2)S(=O)(=O)CC)C=C1)COC(F)F